ClC1=CC(=C(CCNC(C2=NC=CC=C2)=O)C=C1Cl)[Se]C1=CC=CC=C1 N-(4,5-dichloro-2-(phenylselanyl)phenethyl)picolinamide